methyl 2-[1-(3-bromo-5-fluorophenyl)pyrazol-4-yl]propanoate BrC=1C=C(C=C(C1)F)N1N=CC(=C1)C(C(=O)OC)C